5-Fluoro-2-(4-fluorophenyl)-5,6-dihydro-4H-pyrrolo[1,2-b]pyrazol FC1CC=2N(N=C(C2)C2=CC=C(C=C2)F)C1